methyl 4-chloro-1-(3-((2R,3S)-3-hydroxypiperidin-2-yl) propyl)-1H-indole-3-carboxylate dihydrochloride Cl.Cl.ClC1=C2C(=CN(C2=CC=C1)CCC[C@H]1NCCC[C@@H]1O)C(=O)OC